(5-methoxybenzo[d]thiazol-2-yl)-N-(1-(methylsulfonyl)piperidin-4-yl)pyridin-4-amine COC=1C=CC2=C(N=C(S2)C2=NC=CC(=C2)NC2CCN(CC2)S(=O)(=O)C)C1